FC1=C(C=NN1C)C=1C=CC(=C(C1)O)C=1SC=2N=C(SC2N1)N(C1CC(NC(C1)(C)C)(C)C)C 5-(5-Fluoro-1-methyl-1H-pyrazol-4-yl)-2-{5-[methyl(2,2,6,6-tetramethylpiperidin-4-yl)amino][1,3]thiazolo[5,4-d][1,3]thiazol-2-yl}phenol